2,5-diethyltetrahydrofuran C(C)C1OC(CC1)CC